3-Amino-5-(4-(2,2-difluoroethyl)-1-((5-methoxy-7-methyl-1H-indol-4-yl)methyl)piperazin-2-yl)picolinic acid NC=1C(=NC=C(C1)C1N(CCN(C1)CC(F)F)CC1=C2C=CNC2=C(C=C1OC)C)C(=O)O